5-[5-(1H-1,3-benzo-diazol-5-yl)-1,3,4-oxadiazol-2-yl]-2-[(cyclopropylmethyl)amino]benzonitrile N1C=NC2=C1C=CC(=C2)C2=NN=C(O2)C=2C=CC(=C(C#N)C2)NCC2CC2